FC1=C(C=C(C=C1)F)C1=NC(=NO1)C(=O)O 5-(2,5-difluorophenyl)-1,2,4-oxadiazole-3-carboxylic acid